CO[C@H]([C@H](C(C)C)S(=O)(=O)N)CC=C (3S,4S)-4-METHOXY-2-METHYLHEPT-6-ENE-3-SULFONAMIDE